C(CCC)N(CC#CCO\N=C\1/CC(CC2=C1C(=CO2)C)(C)C)CCCC (E)-3,6,6-Trimethyl-6,7-dihydrobenzofuran-4(5H)-one-O-(4-(dibutylamino)but-2-yn-1-yl) oxime